ClC1=NC=C(C=N1)CNC(=O)C1=CC2=C(S(C3=C(C(N2)=O)C=CC=C3)(=O)=O)C=C1 N-((2-chloropyrimidin-5-yl)methyl)-11-oxo-10,11-dihydrodibenzo[b,f][1,4]thiazepine-8-carboxamide 5,5-dioxide